ethyl 2-[3-(4,4,5,5-tetramethyl-1,3,2-dioxaborolan-2-yl)phenyl]cyclopropanecarboxylate CC1(OB(OC1(C)C)C=1C=C(C=CC1)C1C(C1)C(=O)OCC)C